6-(3-(3-methoxytetrahydrofuran-3-yl)-4-methylpyridin-2-yl)-3-methyl-1,3-dihydro-2H-imidazo[4,5-c]Pyridin-2-one COC1(COCC1)C=1C(=NC=CC1C)C1=CC2=C(C=N1)N(C(N2)=O)C